4-[(3,4-Diethylphenoxymethylthio)methyl]1,3-dihydroimidazol-2-one C(C)C=1C=C(OCSCC=2NC(NC2)=O)C=CC1CC